N-(4-{1-[(3-chlorophenyl)carbonyl]piperidin-4-yl}butyl)-1H-pyrrolo[3,2-c]pyridine-2-carboxamide ClC=1C=C(C=CC1)C(=O)N1CCC(CC1)CCCCNC(=O)C1=CC=2C=NC=CC2N1